C1(CCCCCC1)N1CCN(CC1)C(=O)O[C@H]1/C=C/[C@@H]([C@H](OC(C[C@H](CC[C@]1(C)O)O)=O)\C(\C)=C\C=C\[C@H](C)C=1C=NC=CC1)C [(2S,3S,4E,6S,7S,10S)-7,10-dihydroxy-3,7-dimethyl-12-oxo-2-[(2E,4E,6S)-6-pyridin-3-ylhepta-2,4-dien-2-yl]-1-oxacyclododec-4-en-6-yl] 4-cycloheptylpiperazine-1-carboxylate